(D)-Threonine N[C@H]([C@@H](O)C)C(=O)O